2-[(8-{4-amino-3-[(phenylamino)methyl]phenyl}-3-oxo-1H,2H,3H-benzo[e]isoindol-2-yl)methyl]prop-2-enamide NC1=C(C=C(C=C1)C=1C=CC2=C(C=3CN(C(C3C=C2)=O)CC(C(=O)N)=C)C1)CNC1=CC=CC=C1